COC(C1=CN=C(C=C1CC(=O)OC)Cl)=O 6-chloro-4-(2-methoxy-2-oxoethyl)nicotinic acid methyl ester